Cl.Cl.N1=CC(=CC=C1)O[C@@H]1C[C@H](C1)NC(=O)[C@@H]1CNC[C@H]1C1=CC=CC=C1 |r| (±)-trans-N-[trans-3-(pyrid-3-yloxy)cyclobutyl]-4-phenylpyrrolidine-3-carboxamide dihydrochloride